bis[4-(N,N-diethylamino)-2-methylphenyl](4-methylphenyl)methane C(C)N(CC)C1=CC(=C(C=C1)C(C1=CC=C(C=C1)C)C1=C(C=C(C=C1)N(CC)CC)C)C